BrCC[C@@H](C(=O)N)N L-4-bromo-2-aminobutanamide